(R)-3-((S)-1-(tert-butoxy)-3-(3-(2-(hydroxyimino)ethyl)phenyl)-1-oxopropane-2-yl)pyrrolidine-1-carboxylic acid tert-butyl ester C(C)(C)(C)OC(=O)N1C[C@H](CC1)[C@@H](C(=O)OC(C)(C)C)CC1=CC(=CC=C1)CC=NO